racemic-1-(3,4-dimethylphenyl)-4-(4-(3-(p-tolyl)-1,2,4-oxadiazol-5-yl)piperidine-1-carbonyl)pyrrolidin-2-one CC=1C=C(C=CC1C)N1C(C[C@H](C1)C(=O)N1CCC(CC1)C1=NC(=NO1)C1=CC=C(C=C1)C)=O |r|